C(C)C(CBCC(CCCC)(CC)CC)(CCCC)CC bis(2-ethyl-2-ethylhexyl)borane